1-(4-bromo-2,5-dimethoxyphenyl)-N-methylpropan-2-amine BrC1=CC(=C(C=C1OC)CC(C)NC)OC